C1(=CC=CC=C1)C(CC)(C(CC)(O)C1=CC=CC=C1)O 3,4-diphenyl-3,4-dihydroxyhexane